tert-butyl 2-((3-amino-4-methoxybenzo[d]isoxazol-6-yl)methyl)-2,6-dihydropyrrolo[3,4-c]pyrazole-5(4H)-carboxylate NC1=NOC2=C1C(=CC(=C2)CN2N=C1C(=C2)CN(C1)C(=O)OC(C)(C)C)OC